tert-butyl (R)-2-((4-((1-(3-(benzyloxy)phenyl)ethyl)amino)-6-bromoquinazolin-8-yl)oxy)acetate C(C1=CC=CC=C1)OC=1C=C(C=CC1)[C@@H](C)NC1=NC=NC2=C(C=C(C=C12)Br)OCC(=O)OC(C)(C)C